Methyl (phenylethynyl) sulfide C1(=CC=CC=C1)C#CSC